(3'-Bromo-8'-(((1S,3S)-3-((2-methoxyethyl)amino)cyclopentyl)amino)-6',7'-dihydrospiro[cyclopentane-1,5'-cyclopenta[d]pyrazolo[1,5-a]pyrimidine]-6'-yl)methanol BrC=1C=NN2C1N=C1C(=C2N[C@@H]2C[C@H](CC2)NCCOC)CC(C12CCCC2)CO